1-ethyl-n-octyl-hexanoate C(C)C(CCCCCCC)OC(CCCCC)=O